C(C)C1(CS(C2=C(N(C1)C1=CC=CC=C1)C=C(C(=C2)O/C=C/C(=O)OC(C)(C)C)I)(=O)=O)CC tert-butyl (E)-3-((3,3-diethyl-7-iodo-1,1-dioxido-5-phenyl-2,3,4,5-tetrahydro-1,5-benzothiazepin-8-yl)oxy)acrylate